BrC1=NN(C(=C1C(=O)N)NC1=NOC(=C1)C(C)(C)C)COCC[Si](C)(C)C 3-bromo-5-[(5-tert-butyl-1,2-oxazol-3-yl)amino]-1-{[2-(trimethylsilyl)ethoxy]methyl}-1H-pyrazole-4-carboxamide